BrC(C(=O)OC)C1=CC=C(C=C1)OC1=CC=CC=C1 Methyl 2-bromo-2-(4-phenoxyphenyl)acetate